3-(3-chlorophenyl)-4-[4-(cyclopropanecarbonylamino)-2-(2-oxa-7-azaspiro[3.4]oct-7-yl)benzoyl]piperazine-1-carboxylic acid tert-butyl ester C(C)(C)(C)OC(=O)N1CC(N(CC1)C(C1=C(C=C(C=C1)NC(=O)C1CC1)N1CCC2(COC2)C1)=O)C1=CC(=CC=C1)Cl